Bis(2-methyl-1-naphthoyl)-4-ethoxyphenyl-phosphine oxide CC1=C(C2=CC=CC=C2C=C1)C(=O)P(C1=CC=C(C=C1)OCC)(C(=O)C1=C(C=CC2=CC=CC=C12)C)=O